C(C)(=O)N1[C@H]([C@@H]([C@H](C2=CC(=CC=C12)C(=O)N)NC1=CC(=CC=C1)OCCO)C)C1CC1 (2S,3R,4R)-1-acetyl-2-cyclopropyl-4-((3-(2-hydroxyethoxy)phenyl)amino)-3-methyl-1,2,3,4-tetrahydroquinoline-6-carboxamide